C1(CC1)C1=C(C(=NO1)C1NCOC1)CO[C@H]1[C@@H]2CN([C@H](C1)C2)C(=O)OCC2=CC=CC=C2 benzyl (1S,4S,5R)-5-[[5-cyclopropyl-3-(oxazolidin-4-yl)-1,2-oxazol-4-yl] methoxy]-2-azabicyclo[2.2.1]heptane-2-carboxylate